C(C)C(=CC)C(CC)CC 3,4-DIETHYL-2-HEXENE